4-bromo-1-(3,4-dichlorophenyl)-5-phenyl-1H-pyrazole BrC=1C=NN(C1C1=CC=CC=C1)C1=CC(=C(C=C1)Cl)Cl